C(=O)O.C(C)N(C(C1=C(C=CC(=C1)F)OC1=C(N=CN=N1)N1CC2(CN(C2)[C@@H](C(C)C)CCCNC[C@@H](COC)O)CC1)=O)C(C)C N-ethyl-5-fluoro-2-((5-(2-((R)-6-(((S)-2-hydroxy-3-methoxypropyl)amino)-2-methylhexan-3-yl)-2,6-diazaspiro[3.4]octan-6-yl)-1,2,4-triazin-6-yl)oxy)-N-isopropylbenzamide formate